1-(1-Methylcyclohexa-2,4-dien-1-yl)propan-2-amine CC1(C=CC=CC1)CC(C)N